ClC1=CC=C(C=C1)C1=N[C@H](C=2N(C3=C1C(=C(S3)C)C)C(=NN2)C)CC(=O)N (6S)-4-(4-Chlorophenyl)-2,3,9-Trimethyl-6H-thieno[3,2-f][1,2,4]triazolo[4,3-a][1,4]diazepin-6-acetamid